BrC1=C(C=C2C=NN(C2=C1)C=1C=NN(C1)C)C 6-bromo-5-methyl-1-(1-methylpyrazol-4-yl)indazole